[Br].N12CCN(CC1)CC2 1,4-Diazabicyclo[2.2.2]Octane bromine